tert-butyl N-{14-[(4-{[1-tert-butyl-4-carbamoyl-3-(4-ethanesulfonamidophenyl)-1H-pyrazol-5-yl]amino}pyridin-2-yl)oxy]-3,6,9,12-tetraoxatetradecan-1-yl}carbamate C(C)(C)(C)N1N=C(C(=C1NC1=CC(=NC=C1)OCCOCCOCCOCCOCCNC(OC(C)(C)C)=O)C(N)=O)C1=CC=C(C=C1)NS(=O)(=O)CC